(1-methyl-2-azetidinyl)(6-(2-methyl-2H-pyrazolo[3,4-b]pyridin-5-yl)thieno[2,3-b]pyridin-2-yl)methanol CN1C(CC1)C(O)C1=CC=2C(=NC(=CC2)C2=CC=3C(N=C2)=NN(C3)C)S1